ClC1=C(C=CC=C1B1OC(C(O1)(C)C)(C)C)NC(=O)C1=NN2C([C@H](CCC2)N2C[C@H](CC2)O)=C1 (4S)-N-[2-chloro-3-(4,4,5,5-tetramethyl-1,3,2-dioxaborolan-2-yl)phenyl]-4-[(3S)-3-hydroxypyrrolidin-1-yl]-4,5,6,7-tetrahydropyrazolo[1,5-a]pyridine-2-carboxamide